(S)-2-amino-3-(3-chloro-1H-indol-5-yl)propanoic acid N[C@H](C(=O)O)CC=1C=C2C(=CNC2=CC1)Cl